tert-butyl 2-[(4-bromoindolin-1-yl)methyl]morpholine-4-carboxylate BrC1=C2CCN(C2=CC=C1)CC1CN(CCO1)C(=O)OC(C)(C)C